C(C)(C)NC(=O)N1C2CNCC1CC2 N-isopropyl-3,8-diazabicyclo[3.2.1]octan-8-carboxamid